CC(CC)(S(=O)(=O)O)C dimethyl-1-propanesulfonic acid